CC1=CC=C(C=C1)S(=O)(=O)OC1=CC=C(C=C1)S(=O)(=O)ON=C1C=CC(S1)=C(C#N)C1=CC=CC=C1 (5-(4-(4-toluenesulfonyloxy)benzenesulfonyl)oxyimino-5H-thiophen-2-ylidene)phenylacetonitrile